COC=CC(=O)N(C)C 3-methoxy-N,N-dimethyl-acrylamide